C(C)(C)(C)C1=NOC(=C1)NC(CC1=CC=C(C=C1)N1C=NC2=C1C=CC(=C2)C=2C=NC(=CC2)OC)=O N-(3-(tert-butyl)isoxazol-5-yl)-2-(4-(5-(6-methoxypyridin-3-yl)-1H-benzo[d]imidazol-1-yl)phenyl)acetamide